5-fluoro-2-(((3S,4S)-4-fluoropiperidin-3-yl)amino)-6-(7-methoxy-6-(3-methyloxetan-3-yl)imidazo[1,2-b]pyridazin-3-yl)nicotinonitrile FC=1C(=NC(=C(C#N)C1)N[C@H]1CNCC[C@@H]1F)C1=CN=C2N1N=C(C(=C2)OC)C2(COC2)C